benzyl (1R,5S,6s)-6-((6-(4-fluorophenyl)-4-(methoxycarbonyl)pyridin-2-yl)oxy)-3-azabicyclo[3.1.0]hexane-3-carboxylate FC1=CC=C(C=C1)C1=CC(=CC(=N1)OC1[C@@H]2CN(C[C@H]12)C(=O)OCC1=CC=CC=C1)C(=O)OC